4-(4-amino-3-propoxyphenoxy)butane-1-sulfonic acid NC1=C(C=C(OCCCCS(=O)(=O)O)C=C1)OCCC